[Nb].[Sb].[V] vanadium-antimony-niobium